NC1=C(C#N)C(=CC(=C1)CC(C)C)F 2-amino-6-fluoro-4-isobutylbenzonitrile